ClC=1C(=NC(=NC1)NC1=CC(=C(C(=C1)C)OCCN(CC)CC)C)N1OCCC1C1=CC=CC=C1 5-chloro-N-(4-(2-(diethylamino)ethoxy)-3,5-dimethylphenyl)-4-(3-phenylisoxazolidin-2-yl)pyrimidin-2-amine